C(C)(C)(C)OC(C(=C)CN(NC(=O)OC(C)(C)C)C(=O)OC(C)(C)C)=O.ClC1=CC=C(C=C1)C1(OC1)C(C)C1CC1 2-(4-chlorophenyl)-2-(1-cyclopropylethyl)oxirane tert-butyl-2-[[tert-butoxycarbonyl-(tert-butoxycarbonylamino)amino]methyl]prop-2-enoate